(S)-4-(cyclopropylethynyl)-7-((2,4-dimethyl-6-oxo-1,6-dihydropyrimidin-5-yl)meth-yl)-4-(trifluoromethyl)-3,4-dihydroquinazolin-2(1H)-one C1(CC1)C#C[C@@]1(NC(NC2=CC(=CC=C12)CC1=C(N=C(NC1=O)C)C)=O)C(F)(F)F